S1C=NC=C1C(=O)N 5-thiazolecarboxamide